(5-chloro-4-(2,2-dimethyl-5-(methylcarbamoyl)-2,3-dihydro-1H-pyrrolizin-7-yl)pyridin-2-yl)iminodicarboxylic acid di-tert-butyl ester C(C)(C)(C)OC(=O)N(C(=O)OC(C)(C)C)C1=NC=C(C(=C1)C=1C=C(N2CC(CC12)(C)C)C(NC)=O)Cl